(2S,7aR)-2-fluoro-5-oxotetrahydro-1H-pyrrolizine-7a(5H)-carboxylate F[C@H]1C[C@]2(CCC(N2C1)=O)C(=O)[O-]